N1-(4-amino-1,3-dihydrofuro[3,4-c]pyridin-7-yl)-N2-(1-(3-fluoropyridin-2-yl)ethyl)-N2-(4-(trifluoromethyl)benzyl)oxalamide NC1=NC=C(C2=C1COC2)NC(C(=O)N(CC2=CC=C(C=C2)C(F)(F)F)C(C)C2=NC=CC=C2F)=O